5-bromo-N-(2-bromo-3-(4-methylpiperazin-1-yl)phenyl)pyridin-2-amine BrC=1C=CC(=NC1)NC1=C(C(=CC=C1)N1CCN(CC1)C)Br